BrC1=NC=2N(C=C1)N=C(C2C(=O)OCC)NC(=O)OC(C)(C)C ethyl 5-bromo-2-((tert-butoxycarbonyl)amino)pyrazolo[1,5-a]pyrimidine-3-carboxylate